C(=C)C1=CCC(C(C1)CCCCC)CCCCCCC vinyl-4-heptyl-5-pentyl-cyclohexene